(1R,2R)-2-methylcyclohexan-1-amine C[C@H]1[C@@H](CCCC1)N